((5-(4-(aminomethyl)cyclohexane-1-carboxamido)-1-carboxypentyl)carbamoyl)glutamic acid tert-Butyl-(E)-3-((dimethylamino)methylene)-4-oxo-1-oxa-8-azaspiro[4.5]decane-8-carboxylate C(C)(C)(C)C\1OC2(C(/C1=C/N(C)C)=O)CCN(CC2)C(=O)O.NCC2CCC(CC2)C(=O)NCCCCC(C(=O)O)NC(=O)N[C@@H](CCC(=O)O)C(=O)O